3,9-bis[1,1-dimethyl-2-{tris(1,2,2,6,6-pentamethyl-4-piperidinyloxycarbonyloxy)butylcarbonyloxy}ethyl]-2,4,8,10-tetraoxaspiro[5.5]undecane CC(COC(=O)CCCC(OC(=O)OC1CC(N(C(C1)(C)C)C)(C)C)(OC(=O)OC1CC(N(C(C1)(C)C)C)(C)C)OC(=O)OC1CC(N(C(C1)(C)C)C)(C)C)(C)C1OCC2(CO1)COC(OC2)C(COC(=O)CCCC(OC(=O)OC2CC(N(C(C2)(C)C)C)(C)C)(OC(=O)OC2CC(N(C(C2)(C)C)C)(C)C)OC(=O)OC2CC(N(C(C2)(C)C)C)(C)C)(C)C